bis(phenylphosphine) palladium (II) chloride [Pd](Cl)Cl.C1(=CC=CC=C1)P.C1(=CC=CC=C1)P